2-methylindene lithium salt [Li].CC=1CC2=CC=CC=C2C1